(2Z)-3,3-Dimethyl-2-[[3-[(E)-3-[4-[(4-methylpiperazin-1-yl)methyl]phenyl]-3-oxoprop-1-enyl]phenyl]methylidene]butanoic acid CC(/C(/C(=O)O)=C/C1=CC(=CC=C1)\C=C\C(=O)C1=CC=C(C=C1)CN1CCN(CC1)C)(C)C